N1=CN=C(C=C1)C=1N=C2SC(=NN2C1)N 6-(pyrimidin-4-yl)imidazo[2,1-b][1,3,4]thiadiazol-2-amine